C(CCC)NC1CC(NC(C1)(C)C)(C)C N-butyl-2,2,6,6-tetramethyl-4-piperidineamine